tert-butyl (3-oxopropyl)(4-phenethylphenethyl)carbamate O=CCCN(C(OC(C)(C)C)=O)CCC1=CC=C(C=C1)CCC1=CC=CC=C1